BrC1=CC(=C(C=C1)C[C@H]1NC(=NOC1)C1=C(N=NC(=C1)Cl)OC1=CC(=CC=C1)C(F)(F)F)Cl |r| rac-5-[(4-bromo-2-chloro-phenyl)methyl]-3-[6-chloro-3-[3-(trifluoro-methyl)phenoxy]pyridazin-4-yl]-5,6-dihydro-4H-1,2,4-oxadiazine